COC=1C=C(C=CC1OC)C=1NC2=CC=C(C=C2C1C)C1CCN(CC1)CCN 2-(4-(2-(3,4-dimethoxyphenyl)-3-methyl-1H-indol-5-yl)piperidin-1-yl)ethylamine